amino-L-phenylalanin NN[C@@H](CC1=CC=CC=C1)C(=O)O